FC=1C=C(C=CC1)CC#N 3-fluorobenzeneacetonitrile